C(C)(C)C1=CC=C(C=C1)C1C2=C3CCC(C=C3CC[C@H]2[C@@H]2CC(C([C@@]2(C)C1)(C#CC)O)O)=O 11-(4-isopropylphenyl)-16,17-dihydroxy-17-(1-propynyl)estra-4,9-dien-3-one